[N+](=O)([O-])C1=CC=C(C=C1)S(=O)(=O)N1CCN(CC1)C(=O)OCC1=CC=CC=C1 benzyl 4-(4-nitrophenyl)sulfonylpiperazine-1-carboxylate